N-(5,1'-Dihydroxy-[1,2']binaphthalenyl-4'-yl)-4-methoxy-benzenesulfonamide OC1=C2C=CC=C(C2=CC=C1)C1=C(C2=CC=CC=C2C(=C1)NS(=O)(=O)C1=CC=C(C=C1)OC)O